N-(3-{6-Azaspiro[2.5]octane-6-yl}-4-{4-[6-methyl-2-(oxan-4-yl)pyrimidin-4-yl]-1H-1,2,3-Triazol-1-yl}phenyl)-2-hydroxyethane-1-sulfonamide C1CC12CCN(CC2)C=2C=C(C=CC2N2N=NC(=C2)C2=NC(=NC(=C2)C)C2CCOCC2)NS(=O)(=O)CCO